4-(2-hydroxyethyl)-3-methyl-1H-pyrazol OCCC=1C(=NNC1)C